C(C)(C)(C)OC(=O)N1C[C@H](CC1)[C@@H](C(=O)OC(C)(C)C)C([2H])([2H])C1=CC(=CC=C1)C=O (R)-3-((S)-1-(tert-butoxy)-3-(3-formylphenyl)-1-oxopropane-2-yl-3,3-d2)pyrrolidine-1-carboxylic acid tert-butyl ester